2-bromo-5-chloro-pyrazine BrC1=NC=C(N=C1)Cl